3-[4-chloro-3-(trifluoromethyl)anilino]-4-(3,4-difluoroanilino)cyclobut-3-ene-1,2-dione ClC1=C(C=C(NC=2C(C(C2NC2=CC(=C(C=C2)F)F)=O)=O)C=C1)C(F)(F)F